NC(CCN1C(N(C2=C1C=C(C=C2)NC2=C(C(=NC=C2)Cl)C#N)C)=O)C 4-[[3-(3-aminobutyl)-1-methyl-2-oxo-benzimidazol-5-yl]amino]-2-chloro-pyridine-3-carbonitrile